N[C@@H](CS)CC1=C(C=2N=NN=C(C2S1)NCC=1SC=CC1)Br (R)-2-amino-3-(7-bromo-4-((thiophen-2-ylmethyl)amino)thieno[3,2-d][1,2,3]triazin-6-yl)propane-1-thiol